1-benzyl-4-(tert-butyl)(S)-2-((((2-chloro-5-(trifluoromethyl)pyridin-3-yl)methyl)thio)methyl)piperidine C(C1=CC=CC=C1)N1[C@@H](CC(CC1)C(C)(C)C)CSCC=1C(=NC=C(C1)C(F)(F)F)Cl